N[C@H](C)C=1C(=C(N)C=C(C1)C(F)(F)F)F 3-[(1R)-1-aminoethyl]-2-fluoro-5-(trifluoromethyl)aniline